CN1C(N(C=C1CN1C[C@@H](N[C@@H](C1)C=1C(=C2COC(C2=CC1)=O)C)C)C1=CC(=NC=C1)C)=O 3-methyl-4-(((3s,5r)-3-methyl-5-(4-methyl-1-oxo-1,3-dihydroisobenzofuran-5-yl)piperazin-1-yl)methyl)-1-(2-methylpyridin-4-yl)-1,3-dihydro-2H-imidazol-2-one